ClCC(=O)NC1=CC(=C(C(=O)NC2(CC2)C2=CC=CC3=CC=CC=C23)C=C1O)C 4-(2-chloroacetamido)-5-hydroxy-2-methyl-N-(1-(naphthalen-1-yl)cyclopropyl)benzamide